trifluoromethyl-propyl-ammonium FC(F)(F)[NH2+]CCC